C12CCC(CC1)N2C2=CC1=C(C(=N2)CNC)CN(C1=O)C1=NC(=CC=C1)C=1N2C(=NN1)CCC2(C)C 6-(7-azabicyclo[2.2.1]heptane-7-yl)-2-(6-(5,5-Dimethyl-6,7-dihydro-5H-pyrrolo[2,1-c][1,2,4]triazol-3-yl)pyridin-2-yl)-4-((methylamino)methyl)-2,3-dihydro-1H-pyrrolo[3,4-c]pyridin-1-one